(2,4-dibromo-6-fluoro-3-methoxybenzylidene)hydrazine-1-carboxylic acid tert-butyl ester C(C)(C)(C)OC(=O)NN=CC1=C(C(=C(C=C1F)Br)OC)Br